(R)-4-((S)-1-fluoroethyl)-3-(2-(((S)-1-(7-trifluoromethyl-4,5-dihydroimidazo[1,5-a]quinolin-3-yl)ethyl)amino)pyrimidin-4-yl)oxazolidin-2-one F[C@@H](C)[C@@H]1N(C(OC1)=O)C1=NC(=NC=C1)N[C@@H](C)C=1N=CN2C1CCC1=CC(=CC=C21)C(F)(F)F